(S)-tert-butyl (1-((4-(bromomethyl)phenyl)amino)-1-oxopropan-2-yl)carbamate BrCC1=CC=C(C=C1)NC([C@H](C)NC(OC(C)(C)C)=O)=O